(3R,4R,5S)-5-amino-4-acetamido-3-(pent-3-yloxy)-cyclohex-1-ene-1-carboxylic acid N[C@@H]1[C@H]([C@@H](C=C(C1)C(=O)O)OC(CC)CC)NC(C)=O